ClC=1C=C(OCC=2N(C(=NN2)[C@@H]2CC[C@H](CC2)C=NO)C)C=CC1 1-(trans-4-{5-[(3-chlorophenoxy)methyl]-4-methyl-4H-1,2,4-triazol-3-yl}cyclohexyl)-N-hydroxymethylenimine